C1(=CC=CC=C1)C=1C=C(SC1)C[C@H]1C[C@@H](N(C1)C(=O)O)C(=O)O (2R,4R)-4-((4-phenylthiophen-2-yl)methyl)pyrrolidine-1,2-dicarboxylic acid